BrC=1C(=NN(C1)CCO[Si](C)(C)C(C)(C)C)C1=CC=CC=C1 4-bromo-1-(2-((tert-butyldimethylsilyl)oxy)ethyl)-3-phenyl-1H-pyrazole